FC=1C=NN2C1NC(C=C2)=O 3-fluoropyrazolo[1,5-a]pyrimidin-5(4H)-one